(S)-1-(4-ethyl-4,9-dihydroxy-3,14-dioxo-3,4,12,14-tetrahydro-1H-pyrano[3',4':6,7]indolizino[1,2-b]quinolin-10-yl)-N,N,N-trimethylmethanaminium C(C)[C@]1(C(OCC=2C(N3CC=4C(=NC=5C=CC(=C(C5C4)C[N+](C)(C)C)O)C3=CC21)=O)=O)O